C(C)(=O)N1CCC2(CC(C(N2)=O)CC(CO)NC([C@H](CC2=CC(=CC=C2)F)NC(OCC2=CC(=CC=C2)Cl)=O)=O)CC1 3-chlorobenzyl ((2S)-1-((1-(8-acetyl-2-oxo-1,8-diazaspiro[4.5]decan-3-yl)-3-hydroxypropan-2-yl)amino)-3-(3-fluorophenyl)-1-oxopropan-2-yl)carbamate